S(=O)(=O)([O-])OS(=O)(=O)[O-].B(F)(F)F.[Li+].FC1=CC=C(C(=C1C=1NC2=C(N1)C=CC=C2)O)OC.[Li+] 2-(6-fluoro-2-hydroxy-3-methoxyphenyl)benzimidazole lithium boron trifluoride pyrosulfate salt